[Si](C)(C)(C(C)(C)C)OCCN(C1=CC=C(C=C1)N1N=CC(=C(C1=O)Cl)NC[C@H]1COCCC1)C1=CC=C(C=C1)F (S)-2-(4-((2-((tert-butyldimethylsilyl)oxy)ethyl)(4-fluorophenyl)amino)phenyl)-4-chloro-5-(((tetrahydro-2H-pyran-3-yl)methyl)amino)pyridazin-3(2H)-one